N,N-dimethyl-amino-ethanol CN(C)C(C)O